O1CCN(CC1)C(=O)C=1SC=CN1 morpholino(thiazol-2-yl)methanone